2-(2-methyl-4-(2',3',4',5'-tetrahydro-[1,1'-biphenyl]-4-yl)-1H-benzo[d]imidazol-1-yl)acetic acid CC1=NC2=C(N1CC(=O)O)C=CC=C2C2=CC=C(C=C2)C=2CCCCC2